(3S)-4-(1,1-dioxo-1,4-thiazinane-4-yl)-3-(9H-fluoren-9-ylmethoxycarbonylamino)-4-oxobutanoic acid O=S1(CCN(CC1)C([C@H](CC(=O)O)NC(=O)OCC1C2=CC=CC=C2C=2C=CC=CC12)=O)=O